amino-6-[4-(4-methylpiperazin-1-yl)sulfonylphenyl]-N-pyridin-3-yl-pyrazin-2-carboxamide NC=1C(=NC(=CN1)C1=CC=C(C=C1)S(=O)(=O)N1CCN(CC1)C)C(=O)NC=1C=NC=CC1